3-(((7-(2-Aminopyrimidin-4-yl)-2,3-dihydrofuro[3,2-c]pyridin-4-yl)amino)methyl)-N-(3-(difluoromethoxy)propyl)benzamid NC1=NC=CC(=N1)C=1C2=C(C(=NC1)NCC=1C=C(C(=O)NCCCOC(F)F)C=CC1)CCO2